2-trimethylammonioacetate C[N+](CC(=O)[O-])(C)C